N-(3-((3-(4-(7-fluoroquinolin-4-yl)piperazine-1-carbonyl)azetidin-1-yl)sulfonyl)phenyl)acetamide FC1=CC=C2C(=CC=NC2=C1)N1CCN(CC1)C(=O)C1CN(C1)S(=O)(=O)C=1C=C(C=CC1)NC(C)=O